C1(C=CC=C1)[Ti](C1=C(C(=CC=C1F)NS(=O)(=O)C1=CC=C(C)C=C1)F)(C1=C(C(=CC=C1F)NS(=O)(=O)C1=CC=C(C)C=C1)F)C1C=CC=C1 bis(cyclopentadienyl)bis[2,6-difluoro-3-(4-toluenesulfonamido)phenyl]titanium